OC1CCC2N(C3=C(OCC2)C=C(C=N3)C(F)(F)F)C1 10-hydroxy-3-(trifluoromethyl)-7,7a,8,9,10,11-hexahydro-6H-dipyrido[3,2-b:1',2'-d][1,4]oxazepin